2-(3,5-dinitrobenzoylamino)-2-phenylacetic acid [N+](=O)([O-])C=1C=C(C(=O)NC(C(=O)O)C2=CC=CC=C2)C=C(C1)[N+](=O)[O-]